[Fe].[Ni].[Cr] chromium nickel-iron